tert-Butyl (4-(4-methoxycarbonyl-2-aminobenzamido)phenethyl)(methyl)carbamate COC(=O)C1=CC(=C(C(=O)NC2=CC=C(CCN(C(OC(C)(C)C)=O)C)C=C2)C=C1)N